bis[4-(2-hydroxy-2-methylpropoyl) phenyl] ether OC(C(=O)C1=CC=C(C=C1)OC1=CC=C(C=C1)C(C(C)(C)O)=O)(C)C